FC1=CC=C(C=C1)C1=NOC(=C1COC1=NC=C(N=C1)[Sn](CCCC)(CCCC)CCCC)C 3-(4-fluorophenyl)-5-methyl-4-(((5-(tributylstannyl)pyrazin-2-yl)oxy)methyl)isoxazole